(R)-1,4,4-trimethylpyrrolidin-3-amine CN1C[C@@H](C(C1)(C)C)N